ClC=1C=C(C=NC1)N(S(=O)(=O)CC)CC=1SC(=CN1)C=1OC(=NN1)C(F)F N-(5-chloropyridin-3-yl)-N-((5-(5-(difluoromethyl)-1,3,4-oxadiazol-2-yl)thiazol-2-yl)methyl)ethanesulfonamide